CC1=C(C(CCC1)(C)C)/C=C/C(=C/C/C=C(\C)/CC=O)/C 3,4-Dehydroretinal